[(2,6-difluoro-4-methylsulfanyl-phenyl)methyl]-7-methoxy-3-nitro-1,8-naphthyridin-4-amine FC1=C(C(=CC(=C1)SC)F)CC1=NC2=NC(=CC=C2C(=C1[N+](=O)[O-])N)OC